Dimethyl (2S)-2-((3aS)-3-oxo-3a-propyl-1,3,3a,4,5,6-hexahydroisobenzofuran-1-yl)succinate O=C1OC(C2=CCCC[C@]12CCC)[C@@H](C(=O)OC)CC(=O)OC